Tert-butyl 4-(6-(N-(1-cyanocyclopropyl)-N-(4-methoxybenzyl)sulfamoyl)-3-(5-(difluoromethyl)-1,3,4-thiadiazol-2-yl)imidazo[1,2-a]pyridin-8-yl)-3,6-dihydropyridine-1(2H)-carboxylate C(#N)C1(CC1)N(S(=O)(=O)C=1C=C(C=2N(C1)C(=CN2)C=2SC(=NN2)C(F)F)C=2CCN(CC2)C(=O)OC(C)(C)C)CC2=CC=C(C=C2)OC